1-(5-chloro-1H-indol-3-yl)ethan-1-one ClC=1C=C2C(=CNC2=CC1)C(C)=O